C(C)(C)(C)NC(CN(C1=C2C(=NC(=C1)C1=NC=CC(=C1)C)CCC2)C)=O N-tert-butyl-2-[methyl[2-(4-methylpyridin-2-yl)-5H,6H,7H-cyclopenta[b]pyridin-4-yl]amino]acetamide